C(CCCCCCC\C=C/CCCCCCCC)OC(CCCCCCC\C=C/CCCCCCCC)=O oleyloleat